N-[5-(3,5-difluorobenzyl)-6,6-dimethyl-1,4,5,6-tetrahydropyrrolo[3,4-c]pyrazol-3-yl]-2-naphthamide FC=1C=C(CN2C(C=3NN=C(C3C2)NC(=O)C2=CC3=CC=CC=C3C=C2)(C)C)C=C(C1)F